(R)-N-(5,6-Dimethylpyrazin-2-yl)-5-(4-((1-ethylazetidin-2-yl)methoxy)-1-methyl-1H-pyrazol-5-yl)pyrazolo[1,5-a]pyridin-2-amine CC=1N=CC(=NC1C)NC1=NN2C(C=C(C=C2)C2=C(C=NN2C)OC[C@@H]2N(CC2)CC)=C1